N-[4-[6-[[(3aR,5s,6aS)-2-[(4-fluorophenyl)methyl]-3,3a,4,5,6,6a-hexahydro-1H-cyclopenta[c]pyrrol-5-yl]oxy]pyridazin-3-yl]phenyl]acetamide FC1=CC=C(C=C1)CN1C[C@@H]2[C@H](C1)CC(C2)OC2=CC=C(N=N2)C2=CC=C(C=C2)NC(C)=O